4-(8-azabicyclo[3.2.1]oct-2-en-3-yl)-N-(1-methyl-1H-pyrazol-4-yl)pyrimidin-2-amine hydrochloride Cl.C12C=C(CC(CC1)N2)C2=NC(=NC=C2)NC=2C=NN(C2)C